4-((4-(Isoindolin-2-ylmethyl)-2-(2,2,2-trifluoroethoxy)phenoxy)methyl)-N,N-dimethylbenzamide C1N(CC2=CC=CC=C12)CC1=CC(=C(OCC2=CC=C(C(=O)N(C)C)C=C2)C=C1)OCC(F)(F)F